pentazatricyclo[8.4.0.02,6]tetradeca-1(10),3,5,7,11,13-hexaene C1=2N3N=NN=C3N=CCC2C=CC=C1